CC1(NC(CC(C1)OC(C(=C)C)=O)(C)C)C 2-methyl-2-propenoic acid 2,2,6,6-tetramethyl-4-piperidyl ester